{1-{1-[3-Fluoro-2-(trifluoromethyl)isonicotinoyl]piperidin-4-yl}-3-[4-(7-{[2-(trimethylsilyl)ethoxy]methyl}-7H-pyrrolo[2,3-d]pyrimidin-4-yl)-1H-pyrazol-1-yl]azetidin-3-yl}acetonitrile FC1=C(C(=O)N2CCC(CC2)N2CC(C2)(N2N=CC(=C2)C=2C3=C(N=CN2)N(C=C3)COCC[Si](C)(C)C)CC#N)C=CN=C1C(F)(F)F